(S)-N-(3-(7-Bromoquinolin-5-yl)oxetan-3-yl)-2-methyl-5-((1-methylazetidin-2-yl)methoxy)benzamide BrC1=CC(=C2C=CC=NC2=C1)C1(COC1)NC(C1=C(C=CC(=C1)OC[C@H]1N(CC1)C)C)=O